ethyl 2-{3-[(1,3-benzothiazol-2-yl)amino]-cyclopropyl-5H,6H,7H,8H-pyrido[2,3-c]pyridazin-8-yl}-1,3-thiazole-4-carboxylate S1C(=NC2=C1C=CC=C2)NC2CC2C2=CC1=C(N=N2)N(CCC1)C=1SC=C(N1)C(=O)OCC